tert-butyl (R)-2-(5-((1-(dibenzo[b,d]furan-2-yl)ethyl)amino)-6-oxo-2-(pyrrolidin-1-yl)pyrimidin-1(6H)-yl)acetate C1=C(C=CC=2OC3=C(C21)C=CC=C3)[C@@H](C)NC3=CN=C(N(C3=O)CC(=O)OC(C)(C)C)N3CCCC3